2-((S)-1-(4-(2-((4-chloro-2-fluorobenzofuran-7-yl)methoxy)-3-fluorophenyl)piperazin-1-yl)ethyl)-1-(((S)-oxetan-2-yl)methyl)-1H-benzo[d]imidazole-6-carboxylic acid methyl ester COC(=O)C=1C=CC2=C(N(C(=N2)[C@H](C)N2CCN(CC2)C2=C(C(=CC=C2)F)OCC2=CC=C(C=3C=C(OC32)F)Cl)C[C@H]3OCC3)C1